N-(2-(1-(4-cyano-3-trifluoromethylphenyl)-1H-pyrazol-3-yl)ethyl)-4-fluorobenzamide C(#N)C1=C(C=C(C=C1)N1N=C(C=C1)CCNC(C1=CC=C(C=C1)F)=O)C(F)(F)F